N1=CN=CC(=C1)C=1C(NC2=CC=CC=C2N1)=O 3-(pyrimidin-5-yl)quinoxalin-2(1H)-one